IC1=C(C(=C2C=CC=CC2=C1)C1=CC=CC2=CC=CC=C12)O Iodobinaphthol